((5-Ethyl-4-(1-(2-hydroxy-2-methylpropyl)-1H-pyrazol-4-yl)pyrimidin-2-yl)amino)-3-fluorobenzenesulfonamide C(C)C=1C(=NC(=NC1)NC1=C(C=CC=C1F)S(=O)(=O)N)C=1C=NN(C1)CC(C)(C)O